(S)-α-Amino-2',4'-dichloro-4-hydroxy-5-(phosphonomethyl)-[1,1'-biphenyl]-3-propanoic acid N[C@H](C(=O)O)CC=1C=C(C=C(C1O)CP(=O)(O)O)C1=C(C=C(C=C1)Cl)Cl